N-(tetrahydro-2H-pyran-4-yl)-2-(2-(2,2,2-trifluoroethoxy)pyrimidin-4-yl)-1H-pyrrolo[3,2-c]pyridin-6-amine O1CCC(CC1)NC1=CC2=C(C=N1)C=C(N2)C2=NC(=NC=C2)OCC(F)(F)F